C1=CC(=C(C=C1N=C=S)S(=O)(=O)O)CCC2=C(C=C(C=C2)N=C=S)S(=O)(=O)O 4,4'-diisothiocyanatodihydrostilbene-2,2'-disulfonic acid